3-(oxetan-3-yl)azetidine O1CC(C1)C1CNC1